4,6-bis(3,6-dichloro-9H-carbazol-9-yl)isophthalic acid ClC=1C=CC=2N(C3=CC=C(C=C3C2C1)Cl)C1=C(C=C(C(=O)O)C(=C1)N1C2=CC=C(C=C2C=2C=C(C=CC12)Cl)Cl)C(=O)O